7-benzyl-1-(3-(piperidin-1-yl)propyl)-2-(4-(pyridin-4-yl)phenyl)-1H-imidazo[4,5-g]quinoxalin C(C1=CC=CC=C1)C=1C=NC=2C=C3C(=CC2N1)N(C(=N3)C3=CC=C(C=C3)C3=CC=NC=C3)CCCN3CCCCC3